O1C[C@H](OC2=NC=CC=C21)C2=CC=C(CN1CCC(CC1)C(=O)N)C=C2 1-{4-[(3R)-2,3-dihydro[1,4]dioxino[2,3-b]pyridin-3-yl]benzyl}piperidine-4-carboxamide